C(C)O[Si](CCC1CC2OC2CC1)(OCC)OCC triethoxy-[2-(7-oxabicyclo[4.1.0]heptan-3-yl)ethyl]silane